3-methyl-4-oxo-4-phenyl-2-buten CC(=CC)C(C1=CC=CC=C1)=O